2-((14-(ethyldimethylsilyl)tetradecyl)oxy)ethyl hydrogen ((((R)-1-(6-amino-9H-purin-9-yl)propan-2-yl)oxy)methyl)phosphonate NC1=C2N=CN(C2=NC=N1)C[C@@H](C)OCP(OCCOCCCCCCCCCCCCCC[Si](C)(C)CC)(O)=O